4-((4-methylpyridin-2-yl)oxy)benzonitrile CC1=CC(=NC=C1)OC1=CC=C(C#N)C=C1